[C@@H]1([C@H](O)[C@@H](O)[C@H](O)[C@H](O1)CO)OC(CO)CO 2-O-β-D-glucopyranosylglycerol